OC(C)(C)C1=CC=C(C=C1)B(O)O 4-(2-hydroxypropan-2-yl)phenylboronic acid